C1(=CC=C(C=C1)C1=NC2=C3N=C(C=C(C3=CC=C2C(=C1)C1=CC=CC=C1)C1=CC=CC=C1)C1=CC=C(C=C1)C1=CC=CC=C1)C1=CC=CC=C1 2,9-di(biphenyl-4-yl)-4,7-diphenyl-1,10-phenanthroline